Iodine 2-methylpropane CC(C)C.[I]